FC1=CC(=C(C=C1)[C@@H](C)N1N=CC(=C1)NC(=O)C1=NOC(=C1)C1=NC=CC=C1)C(F)(F)F (R)-N-(1-(1-(4-fluoro-2-(trifluoromethyl)phenyl)ethyl)-1H-pyrazol-4-yl)-5-(pyridin-2-yl)isoxazole-3-carboxamide